C(C)(=O)NCCCC[C@@H](C(=O)NCCC(=O)OCC1=CC=CC=C1)NC(=O)OC(C)(C)C (S)-benzyl 3-(6-acetamido-2-((tert-butoxycarbonyl)amino)hexanamido)propanoate